5-(3-oxa-6-azabicyclo[3.1.1]heptan-6-yl)pyrazolo[1,5-a]pyrimidine-3-carboxylic acid C12COCC(N1C1=NC=3N(C=C1)N=CC3C(=O)O)C2